2-(2-(4-(Chloromethyl)-5-methyl-1H-1,2,3-triazol-1-yl)ethyl)isoindoline-1,3-dione ClCC=1N=NN(C1C)CCN1C(C2=CC=CC=C2C1=O)=O